CN1N=NC(=C1C1=C2C(=NC(=C1)N1[C@@H](COCC1)C)C(=NS2)C2=CC=NN2)C (R)-4-(7-(1,4-dimethyl-1H-1,2,3-triazol-5-yl)-3-(1H-pyrazol-5-yl)isothiazolo[4,5-b]pyridin-5-yl)-3-methylmorpholine